3-formylquinoline-2-carbonitrile C(=O)C=1C(=NC2=CC=CC=C2C1)C#N